(S)-N-(5-(1-(4-methylpiperazin-1-yl)ethyl)pyridin-2-yl)-5-(2-(spiro[2.5]octan-6-yloxy)pyrimidin-4-yl)thiazol-2-amine CN1CCN(CC1)[C@@H](C)C=1C=CC(=NC1)NC=1SC(=CN1)C1=NC(=NC=C1)OC1CCC2(CC2)CC1